C(#C)C1=CC=C(C=C1)[C@H](C(C)(C)O)NC(=O)[C@H]1N(C[C@@H](C1)O)C([C@H](C(C)(C)C)NC(CCCCCCC(=O)OC)=O)=O Methyl 8-(((S)-1-((2S,4R)-2-(((R)-1-(4-ethynylphenyl)-2-hydroxy-2-methylpropyl)carbamoyl)-4-hydroxypyrrolidin-1-yl)-3,3-dimethyl-1-oxobutan-2-yl)amino)-8-oxooctanoate